C(C)N1N=C2C=CC=CC2=C1C(=O)NC1CCC(CC1)CN1C(N(C2=C1C=CC=C2)C2=CC=C(C=C2)[C@@H](C)O)=O 2-ethyl-N-((1r,4r)-4-((3-(4-(1-hydroxyethyl)phenyl)-2-oxo-2,3-dihydro-1H-benzo[d]imidazol-1-yl)methyl)cyclohexyl)-2H-indazole-3-carboxamide